N(=C=O)C1=CC=C(C=C1)C(C)(C)C1=CC=C(C=C1)N=C=O bis(4-isocyanatophenyl)propane